6-(2-amino-5-(4-(4-ethylpiperazin-1-yl)phenyl)-6-fluoropyridin-3-yl)-4,4-dimethyl-3,4-dihydroisoquinolin-1(2H)-one NC1=NC(=C(C=C1C=1C=C2C(CNC(C2=CC1)=O)(C)C)C1=CC=C(C=C1)N1CCN(CC1)CC)F